N-((1-Cyanocyclopentyl)methyl)-2-((3-(2,6-dioxopiperidin-3-yl)-1-methyl-1H-indazol-7-yl)oxy)acetamide C(#N)C1(CCCC1)CNC(COC=1C=CC=C2C(=NN(C12)C)C1C(NC(CC1)=O)=O)=O